O[C@H]1CN(CCC1)C(=O)C1=CC=C2N=CC(=NC2=C1)C=1C=C2C=CN(C(C2=CC1)=O)C 6-(7-(((3R)-3-hydroxy-1-piperidinyl)carbonyl)-2-quinoxalinyl)-2-methyl-1(2H)-isoquinolinone